10,10-dimethylanthracen-9(10H)-one CC1(C=2C=CC=CC2C(C2=CC=CC=C12)=O)C